4-chloro-6-(difluoromethoxy)-2-methylpyrimidine ClC1=NC(=NC(=C1)OC(F)F)C